ClC=1C=C(C=CC1OCC1=NC=CC=N1)NC=1C2=C(N=CN1)NC=C2C2CCN(CC2)C(C=C)=O 1-(4-(4-((3-chloro-4-(pyrimidin-2-ylmethoxy)phenyl)amino)-7H-pyrrolo[2,3-d]pyrimidin-5-yl)piperidin-1-yl)prop-2-en-1-one